FC(OC1=CC=C(C=C1)[C@H](C)N1C(C=2N([C@@H](C1)C(NC)=O)N=C1C2CN([C@@H](C1)C)C(=O)OC(C)(C)C)=O)F tert-Butyl (3R,7S)-9-((S)-1-(4-(difluoromethoxy)phenyl)ethyl)-3-methyl-7-(methylcarbamoyl)-10-oxo-3,4,7,8,9,10-hexahydropyrido[4',3':3,4]pyrazolo[1,5-a]pyrazine-2(1H)-carboxylate